C(#N)C1=C(C=C(C=C1)NC(C(CC)(CC)N1N=CC(=C1)C#CC1CN(C1)C=1C=C2C(N(C(C2=CC1)=O)C1C(NC(CC1)=O)=O)=O)=O)C(F)(F)F N-(4-cyano-3-(trifluoromethyl)phenyl)-2-(4-((1-(2-(2,6-dioxopiperidin-3-yl)-1,3-dioxoisoindoline-5-yl)azetidin-3-yl)ethynyl)-1H-pyrazol-1-yl)-2-ethylbutanamide